Vinyl-tert-butylbenzoat C(=C)C=1C(=C(C(=O)[O-])C=CC1)C(C)(C)C